ClC1=CC(=C(C=O)C=C1C)OCOC 4-chloro-2-(methoxymethoxy)-5-methyl-benzaldehyde